4-((tert-butyldimethylsilyl)oxy)-N-methylaniline [Si](C)(C)(C(C)(C)C)OC1=CC=C(NC)C=C1